ClC1=C(C=C(C=C1)N(C(=O)[C@H]1N(S(N(C1)CCC)(=O)=O)C1=NC(=CC(=C1)C(F)(F)F)C)C)C (S)-N-(4-chloro-3-methylphenyl)-N-methyl-2-(6-methyl-4-(trifluoromethyl)pyridin-2-yl)-1,1-dioxo-5-propyl-1,2,5-thiadiazolidine-3-carboxamide